OC(C(=[Se])O)CCC 2-hydroxy-4-methylselenobutanoic acid